C1(CCCCC1)[C@H](C)OC1=C(C(=O)NC2CCOCC2)C=C(C(=C1)N1N=C(N(C1=O)C)CC)F 2-[(1S)-1-cyclohexylethoxy]-4-(3-ethyl-4-methyl-5-oxo-4,5-dihydro-1H-1,2,4-triazol-1-yl)-5-fluoro-N-(oxacyclohex-4-yl)benzamide